6,6,7-trimethyl-1H,4H,5H,6H,7H,8H-pyrrolo[2,3-c]azepin-8-one CC1(CCC2=C(C(N1C)=O)NC=C2)C